L-arginylglycyl-L-α-aspartyl-L-serine N[C@@H](CCCNC(N)=N)C(=O)NCC(=O)N[C@@H](CC(O)=O)C(=O)N[C@@H](CO)C(=O)O